ClC=1C=C2C=NN(C2=CC1N1CCN(CC1)C1(COC1)C)C=1C=NN(C1)C(=O)NCC 4-(5-chloro-6-(4-(3-methyloxetan-3-yl)piperazin-1-yl)-1H-indazol-1-yl)-N-ethyl-1H-pyrazole-1-carboxamide